ClC1=C2C(=NC=C1C1CC(CC1)O)N(C(=C2)I)COCC[Si](C)(C)C 3-(4-chloro-2-iodo-1-((2-(trimethylsilyl)ethoxy)methyl)-1H-pyrrolo[2,3-b]pyridin-5-yl)cyclopentan-1-ol